2-(Trimethylsilyl)phenol C[Si](C1=C(C=CC=C1)O)(C)C